4-((4-ethylpiperazin-1-yl)methyl)-1-(5-(7-(1-methyl-1H-pyrazol-4-yl)quinolin-5-yl)pyridin-2-yl)piperidin C(C)N1CCN(CC1)CC1CCN(CC1)C1=NC=C(C=C1)C1=C2C=CC=NC2=CC(=C1)C=1C=NN(C1)C